3,5-dichlorophenylbenzaldehyde ClC=1C=C(C=C(C1)Cl)C1=C(C=O)C=CC=C1